(2R,3R)-1-((R)-tert-butylsulfinyl)-3-phenylazetidine-2-carboxylic acid C(C)(C)(C)[S@@](=O)N1[C@H]([C@@H](C1)C1=CC=CC=C1)C(=O)O